3-(Pyridin-2-yl)-5,6,7,8-tetrahydroimidazo[1,2-a]pyridine-2-carboxylic acid N1=C(C=CC=C1)C1=C(N=C2N1CCCC2)C(=O)O